N1=C(C=CC2=CC=CN=C12)C1=NC2=C3N=CC=CC3=CC=C2C=C1 naphthyridinyl-phenanthroline